methyl (((cis-3-(2-amino-6-methoxy-9H-purin-9-yl)cyclobutyl)methoxy)(3-bromophenoxy)phosphoryl)-L-alaninate NC1=NC(=C2N=CN(C2=N1)[C@H]1C[C@H](C1)COP(=O)(OC1=CC(=CC=C1)Br)N[C@@H](C)C(=O)OC)OC